O[C@@H]1[C@H](CCCC1)NC(C1=CC(=C(C=C1)C)NCC=1C=NC=C(C1)N1N=CC=N1)=O N-[(1S,2S)-2-hydroxycyclohexyl]-4-methyl-3-({[5-(2H-1,2,3-triazol-2-yl)pyridin-3-yl]methyl}amino)benzamide